C(C)[N+]12CCC(CC1)CC2 ethyl-1-azabicyclo[2.2.2]octanium